[Cl-].C(CCCCCCCCCCCCC)[N+](CCC[Si](OCC)(OCC)OCC)(CC)CC tetradecyldiethyl-(3-triethoxysilylpropyl)ammonium chloride